2-[Methyl-(1-methyl-1H-tetrazole-5-carbonyl)-amino]-5-oxo-5H-thieno[3,2-b]pyran-6-carboxylic acid CN(C1=CC=2OC(C(=CC2S1)C(=O)O)=O)C(=O)C1=NN=NN1C